C(C)(C)[Sn](N(C)C)(N(C)C)C(C)C diisopropyl-bis(dimethylamino)tin